N-(5-(p-toluenesulfonyl)pyrrolo[2,3-b]Pyrazin-2-yl)carbamic acid tert-butyl ester C(C)(C)(C)OC(NC=1N=C2C(=NC1)N(C=C2)S(=O)(=O)C2=CC=C(C)C=C2)=O